CC1=CC=C(C=C1C1=CC=C(C=C1)NC([C@@H]1N(CCC1)C(NC1=CC=C(C=C1)C(C)C)=O)=O)C(=O)O 6-methyl-4'-[(1-{[4-(propan-2-yl)phenyl]carbamoyl}-D-prolyl)amino][1,1'-biphenyl]-3-carboxylic acid